5-fluoro-2-(3-(cis-4-((R)-2-(hydroxymethyl)pyrrolidin-1-yl)cyclohexyl)-1H-pyrrolo[2,3-c]pyridin-1-yl)-N-isopropyl-N-methylbenzamide FC=1C=CC(=C(C(=O)N(C)C(C)C)C1)N1C=C(C=2C1=CN=CC2)[C@@H]2CC[C@@H](CC2)N2[C@H](CCC2)CO